N-(4-hydroxymethylphenyl)3,4,5-tris(octadecyloxy)cyclohexylcarboxamide OCC1=CC=C(C=C1)NC(=O)C1CC(C(C(C1)OCCCCCCCCCCCCCCCCCC)OCCCCCCCCCCCCCCCCCC)OCCCCCCCCCCCCCCCCCC